3-[5-(difluoromethyl)-2-methyl-pyrazol-3-yl]Thiourea FC(C=1C=C(N(N1)C)NC(N)=S)F